NC=1C=C2CCN=CC2=CC1 6-amino-3,4-dihydroisoquinoline